N-(3-hydroxypropyl)-2,6-dimethoxy-4-[5-(1-methylpyrazol-4-yl)benzimidazol-1-yl]benzamide OCCCNC(C1=C(C=C(C=C1OC)N1C=NC2=C1C=CC(=C2)C=2C=NN(C2)C)OC)=O